3-(4-bromophenylamino)-1-phenyl-2-propen-1-one BrC1=CC=C(C=C1)NC=CC(=O)C1=CC=CC=C1